2-(8-((2S,5R)-2,5-diethyl-4-(1-(quinoxalin-6-yl)ethyl)piperazin-1-yl)-6-oxo-5,6-dihydroimidazo[1,2-b]pyridazin-2-yl)acetonitrile C(C)[C@@H]1N(C[C@H](N(C1)C(C)C=1C=C2N=CC=NC2=CC1)CC)C=1C=2N(NC(C1)=O)C=C(N2)CC#N